6-bromo-1-methyl-4-(4-(naphthalen-1-ylmethyl)piperazin-1-yl)-2-oxo-1,2-dihydro-1,5-naphthyridine-3-carbonitrile BrC=1N=C2C(=C(C(N(C2=CC1)C)=O)C#N)N1CCN(CC1)CC1=CC=CC2=CC=CC=C12